tert-Butyl 2-(bromomethyl)-5-nitro-1H-indole-1-carboxylate BrCC=1N(C2=CC=C(C=C2C1)[N+](=O)[O-])C(=O)OC(C)(C)C